3-[4-[(S)-hydroxy-[(2R,3R,4S,5R,6S)-3,4,5-tribenzyloxy-6-(benzyloxymethyl)tetrahydropyran-2-yl]methyl]-3-methyl-phenyl]-N-methyl-benzamide O[C@@H](C1=C(C=C(C=C1)C=1C=C(C(=O)NC)C=CC1)C)[C@H]1O[C@H]([C@H]([C@@H]([C@H]1OCC1=CC=CC=C1)OCC1=CC=CC=C1)OCC1=CC=CC=C1)COCC1=CC=CC=C1